C(#N)CC1(CN(C1)C1=CC(=C(C(=O)N[C@H](C(F)(F)F)C)C=C1F)F)N1N=CC(=C1)C=1C(=NNC1)CO 4-{3-(cyanomethyl)-3-[3'-(hydroxymethyl)-1H,1'H-4,4'-bipyrazol-1-yl]azetidin-1-yl}-2,5-difluoro-N-[(1S)-2,2,2-trifluoro-1-methylethyl]benzamide